CC1=NC(=CC=C1C1=NN2C(O[C@@H](CC2)C)=C1C(=O)N[C@@H]1C(NC2=C(C(=N1)C1=CC=CC=C1)C=CC=C2F)=O)C (5R)-2-(2,6-Dimethyl-3-pyridyl)-N-[(3S)-9-fluoro-2-oxo-5-phenyl-1,3-dihydro-1,4-benzodiazepin-3-yl]-5-methyl-6,7-dihydro-5H-pyrazolo[5,1-b][1,3]oxazine-3-carboxamide